C(C)C1CC(CCC1)N 3-ethylcyclohexylamine